BrC=1C(=C(C(=CC1)OC)C=1N=NC=CC1)C 3-(3-bromo-6-methoxy-2-methylphenyl)pyridazine